3-[1-[2-(benzenesulfonyl)ethyl]-4-piperidinyl]-N-[(1R)-1-(1-naphthyl)ethyl]benzamide C1(=CC=CC=C1)S(=O)(=O)CCN1CCC(CC1)C=1C=C(C(=O)N[C@H](C)C2=CC=CC3=CC=CC=C23)C=CC1